(R)-N-(2-amino-3-hydroxypropyl)-N-(2-(5-methyl-2,4-dioxo-3,4-dihydropyrimidin-1(2H)-yl)acetyl)glycine N[C@H](CN(CC(=O)O)C(CN1C(NC(C(=C1)C)=O)=O)=O)CO